C(C)(C)(C)OC([C@@H](N(C(CCl)=O)CC(=O)NC1=C(C=CC(=C1)Cl)N1N=NC(=C1)Cl)CCOC(C)C)=O N-(2-((5-chloro-2-(4-chloro-1H-1,2,3-triazol-1-yl)phenyl)amino)-2-oxoethyl)-N-(2-chloroacetyl)-O-isopropylhomoserine tert-butyl ester